(2-(tert-Butyloxy)-2-oxoethyl)zinc(II) bromide [Br-].C(C)(C)(C)OC(C[Zn+])=O